(5-{[2-(4-Chlorophenyl)imidazo[1,2-a]pyridin-3-yl]methyl}-2,5-diazabicyclo[2.2.2]oct-2-yl)-(1-methyl-1H-imidazol-2-yl)methanone ClC1=CC=C(C=C1)C=1N=C2N(C=CC=C2)C1CN1C2CN(C(C1)CC2)C(=O)C=2N(C=CN2)C